FC(CN1N=CC=2N(C(N([C@H](C21)C)C2CCN(CC2)C2=C(C=CC=C2C)F)=O)CC2=C(C=CC=C2)C(F)(F)F)(C)F (S)-1-(2,2-difluoro-propyl)-6-[1-(2-fluoro-6-methyl-phenyl)-piperidin-4-yl]-7-methyl-4-(2-trifluoromethyl-benzyl)-1,4,6,7-tetrahydro-pyrazolo[4,3-d]pyrimidin-5-one